NC1=C2C(=NC=N1)N(N=C2C2=C(C=C(C=C2)OC2=CC=CC=C2)F)[C@H]2CN(C[C@@H](C2)O)C(=O)\C(\C#N)=C\C(C)(C)C (E)-2-((3R,5R)-3-(4-amino-3-(2-fluoro-4-phenoxyphenyl)-1H-pyrazolo[3,4-d]pyrimidin-1-yl)-5-hydroxypiperidine-1-carbonyl)-4,4-dimethylpent-2-enenitrile